(S*)-methyl 4-(3,4-difluoro-2-methylphenyl)-6-(((cis)-6,6-difluorotetrahydro-1H-pyrrolo[3,2-c]isoxazol-4(5H)-yl) methyl)-2-(thiazol-2-yl)-1,4-dihydropyrimidine-5-carboxylate FC=1C(=C(C=CC1F)[C@@H]1N=C(NC(=C1C(=O)OC)CN1CC([C@@H]2NOC[C@@H]21)(F)F)C=2SC=CN2)C |o1:8|